(4-trifluoromethylphenyl)-[2,4'-bithiazole]-2'-amine FC(C1=CC=C(C=C1)C=1N=C(SC1)C=1N=C(SC1)N)(F)F